4-(2-methyl-1H-indol-5-yloxy)-6-methoxyquinolin-7-ol CC=1NC2=CC=C(C=C2C1)OC1=CC=NC2=CC(=C(C=C12)OC)O